FC(C(=O)O)(F)F.CN(C=1C=CC(=NC1)NC(=O)C1(CNC1)O)C N-[5-(dimethylamino)pyridin-2-yl]-3-hydroxyazetidine-3-carboxamide trifluoroacetate